Tert-Butyl 4-[4-[2-Chloro-4-[[5-[1-(4,5-Diamino-2-Pyridyl)-3-(Trifluoromethyl)Pyrazol-4-yl]-1-Methyl-Imidazole-2-Carbonyl]Amino]Benzoyl]Piperazine-1-Carbonyl]Piperidine-1-Carboxylate ClC1=C(C(=O)N2CCN(CC2)C(=O)C2CCN(CC2)C(=O)OC(C)(C)C)C=CC(=C1)NC(=O)C=1N(C(=CN1)C=1C(=NN(C1)C1=NC=C(C(=C1)N)N)C(F)(F)F)C